CN1N=NN=C1COCC(=C)C 1-methyl-5-(2-methylallyloxymethyl)tetrazole